(1-propionylpiperidin-4-yl)-1H-benzo[d]imidazol-2(3H)-one C(CC)(=O)N1CCC(CC1)N1C(NC2=C1C=CC=C2)=O